CC(C)N1N=CC2=C(C=CC=C12)NC(C1=CC=CC=C1)=O N-[1-(propan-2-yl)-1H-indazol-4-yl]benzamide